C(#CC)C1=C(C=CC=C1)OC(O)=O.OC1=CC=C(C=C1)C(C)(C1=CC=C(C=C1)O)C1=CC=C(C=C1)O 1,1,1-tris(4-hydroxyphenyl)ethane 2-Propynylphenyl-Carbonate